CN1N=CC(=C1C)C1=C(N=C(C=2N1N=CC2)N2CCC1(CC2)[C@@H](C2=C(N=C(S2)OC)C1)N)C (6S)-1'-[7-(1,5-dimethylpyrazol-4-yl)-6-methyl-pyrazolo[1,5-a]pyrazin-4-yl]-2-methoxy-spiro[4,6-dihydrocyclopenta[d]thiazole-5,4'-piperidine]-6-amine